COC(=O)OC1=CC=C(C=C1)[SH+]C 4-(methoxycarbonyloxy)phenyl-methyl-sulfonium